N-[(3,5-Difluoropyridin-2-yl)methyl]-3-[(3R)-3-methyl[1,4'-bipiperidin]-1'-yl]-1,2,4-oxadiazole-5-carboxamide FC=1C(=NC=C(C1)F)CNC(=O)C1=NC(=NO1)N1CCC(CC1)N1C[C@@H](CCC1)C